butane-2,3-diyl-dimethanesulfonate CC(C(C)CS(=O)(=O)[O-])CS(=O)(=O)[O-]